2-(1-(4-cyano-3-trifluoromethylphenyl)-1H-pyrazol-3-yl)-N-(3-cyano-4-fluorophenyl)acetamide C(#N)C1=C(C=C(C=C1)N1N=C(C=C1)CC(=O)NC1=CC(=C(C=C1)F)C#N)C(F)(F)F